tert-butyl (2-chloro-5-(1-methyl-5-morpholino-1H-pyrazol-3-yl)pyridin-4-yl)carbamate ClC1=NC=C(C(=C1)NC(OC(C)(C)C)=O)C1=NN(C(=C1)N1CCOCC1)C